N-(3,4-dichloro-2-fluorophenyl)-7-fluoro-6-nitroquinazolin-4-amine ClC=1C(=C(C=CC1Cl)NC1=NC=NC2=CC(=C(C=C12)[N+](=O)[O-])F)F